CN(CCOC=1C=CC(=C(C1)C1=NC=CC2=C1N=C(N=C2N)NC2=CC=C(C=C2)N2CCNCC2)F)C 8-(5-(2-(dimethylamino)ethoxy)-2-fluorophenyl)-N2-(4-(piperazin-1-yl)phenyl)pyrido[3,4-d]pyrimidine-2,4-diamine